[Cl-].[Cl-].C[Si](=[Zr+2](C1C(=CC2=C(C(=C(C=C12)C(C)(C)C)OC)C1=CC(=CC(=C1)C)C)C)C1C(=CC2=C(C=3CCCC3C(=C12)C1=CC(=CC(=C1)C)C)C1=CC(=CC(=C1)C)C)C)C trans-dimethylsilanediyl-[2-methyl-4,8-bis(3,5-dimethylphenyl)-1,5,6,7-tetrahydro-s-indacen-1-yl][2-methyl-4-(3,5-dimethylphenyl)-5-methoxy-6-tert-butylinden-1-yl]zirconium dichloride